ClC1=C(C=CC=C1\C=C(\C=1N=CC=2CNCCC2C1)/F)O (Z)-2-chloro-3-(2-fluoro-2-(5,6,7,8-tetrahydro-2,7-naphthyridin-3-yl)vinyl)phenol